N1=NC(=CC2=C1C1=C(CCC2)C=CC=C1)N1N=C(N=C1N)NC=1C=CC2=C(CCC(CC2)N2[C@H](CCC2)C)C1 1-(6,7-dihydro-5H-benzo[6,7]cyclohepta[1,2-c]pyridazin-3-yl)-N3-(7-(2-(S)-methyl-pyrrolidin-1-yl)-6,7,8,9-tetrahydro-5H-benzo[7]annulene-2-yl)-1H-1,2,4-triazole-3,5-diamine